(S)-2-((4-((2-((2-cyano-4-cyclopropylphenoxy)methyl)pyrimidin-4-yl)oxy)piperidin-1-yl)methyl)-4-fluoro-1-(oxetan-2-ylmethyl)-1H-benzo[d]imidazole-6-carboxylic acid C(#N)C1=C(OCC2=NC=CC(=N2)OC2CCN(CC2)CC2=NC3=C(N2C[C@H]2OCC2)C=C(C=C3F)C(=O)O)C=CC(=C1)C1CC1